NC1=NC=CC=C1C1=NC=2C(=NC(=CC2)C2=CC=CC=C2)N1C1=CC=C(CN2CCN(CCC2)C2=NC(=NC=C2)C#N)C=C1 4-(4-(4-(2-(2-aminopyridin-3-yl)-5-phenyl-3H-imidazo[4,5-b]pyridin-3-yl)benzyl)-1,4-diazepan-1-yl)pyrimidine-2-carbonitrile